[Cl-].[Cl-].N1C=[NH+]C=C1.N1C=[NH+]C=C1 Imidazol-3-ium dichloride